O1C(CCCC1)C(C)N1N=CC(=C1)C1=CN=CC(=N1)C1=CC=2N(C=C1)N=C(N2)N racemic-7-(6-(1-(1-(tetrahydro-2H-pyran-2-yl)ethyl)-1H-pyrazol-4-yl)pyrazin-2-yl)-[1,2,4]triazolo[1,5-a]pyridin-2-amine